4,6-difluorophenol FC1=CC=C(C(=C1)F)O